ortho-cresyl acetate C(C)(=O)OC1=C(C=CC=C1)C